trans-tert-butyl 3-(dimethylamino)-4-hydroxy-3-(3-(trifluoromethyl)phenethyl)piperidine-1-carboxylate CN([C@@]1(CN(CC[C@H]1O)C(=O)OC(C)(C)C)CCC1=CC(=CC=C1)C(F)(F)F)C